phenyl-{[di(biphenylyl)triazineyl]phenyl}indolocarbazole C1(=CC=CC=C1)C=1C(=C2C(=CC1)N=C1C=CC3=C4C=CC=CC4=NC3=C12)C1=C(C=CC=C1)C1=NN=NC(=C1C1=C(C=CC=C1)C1=CC=CC=C1)C1=C(C=CC=C1)C1=CC=CC=C1